COC1=CC=C(C=C1)\C(\C)=N\N1C(N2[C@@H](CCCC2)C1=O)=O (S,E)-2-((1-(4-methoxyphenyl)ethylidene)amino)tetrahydroimidazo[1,5-a]pyridine-1,3(2H,5H)-dione